3,5-diamino-4-chlorobenzene isopropyl-acetate C(C)(C)OC(C)=O.NC=1C=CC=C(C1Cl)N